NC\C=C(\CN1N=NC2=C1C=C(C=C2C=2C=C(C=CC2OC)S(=O)(=O)NC)C(=O)N2CCCC2)/F (Z)-3-(1-(4-amino-2-fluoro-but-2-en-1-yl)-6-(pyrrolidine-1-carbonyl)-1H-benzo[d][1,2,3]triazol-4-yl)-4-methoxy-N-methylbenzenesulfonamide